[O-]C(=O)[C@H](O)C(O)C(=O)O R-bitartrate